O[C@@H]1[C@H](CCCC1)NC=1N=NC(=C2C1C=NC=C2)C2=C(C=C(C=C2)C(F)(F)F)O 2-[4-[[(1S,2S)-2-hydroxycyclohexyl]amino]pyrido[3,4-d]pyridazin-1-yl]-5-(trifluoromethyl)phenol